C12(C=CC(CC1)C2)[Si](OCC)(OCC)OCC norbornenyl-triethoxysilane